tert-butyl (S)-2-((5-benzylthiazol-2-yl)(methyl)carbamoyl)pyrrolidine-1-carboxylate C(C1=CC=CC=C1)C1=CN=C(S1)N(C(=O)[C@H]1N(CCC1)C(=O)OC(C)(C)C)C